3,5-bis(3-(3-(dimethylamino)propyl)ureido)benzoic acid CN(CCCNC(NC=1C=C(C(=O)O)C=C(C1)NC(=O)NCCCN(C)C)=O)C